methyl (2S)-2-amino-3-(6-methyl-1H-indol-3-yl)propanoate N[C@H](C(=O)OC)CC1=CNC2=CC(=CC=C12)C